rac-N-[2-(1-methylpyrrolidin-2-yl)imidazo[1,2-a]pyridin-6-yl]-4-(1H-1,2,4-triazol-1-yl)benzamide CN1[C@H](CCC1)C=1N=C2N(C=C(C=C2)NC(C2=CC=C(C=C2)N2N=CN=C2)=O)C1 |r|